3-((2-isopropyl-5-methylcyclohexyl)oxy)propane-1,2-diol C(C)(C)C1C(CC(CC1)C)OCC(CO)O